(trifluoromethyl)-2,3-dihydrobenzofuran FC(F)(F)C1OC2=C(C1)C=CC=C2